1-(3,5-dichloro-2-fluorophenyl)ethan-1-one ClC=1C(=C(C=C(C1)Cl)C(C)=O)F